3-(1-(3-chloro-4-(pyridin-2-ylmethoxy)phenyl)-5-cyano-4-(1,3-dioxoisoindol-2-yl)-1H-pyrrol-3-yl)piperidine-1-carboxylic acid tert-butyl ester C(C)(C)(C)OC(=O)N1CC(CCC1)C1=CN(C(=C1N1C(C2=CC=CC=C2C1=O)=O)C#N)C1=CC(=C(C=C1)OCC1=NC=CC=C1)Cl